O1CCOC12[C@H](CCC2)N2N=CC(=C2)C2=C(C(=NC=C2)C2=NN(C1=CN=C(C=C12)NC(=O)C1CC1)C)OC (S)-N-(3-(4-(1-(1,4-dioxaspiro[4.4]nonan-6-yl)-1H-pyrazol-4-yl)-3-methoxypyridin-2-yl)-1-methyl-1H-pyrazolo[3,4-c]pyridin-5-yl)cyclopropanecarboxamide